N-[(1'S,14R)-9,9-dideuterio-19-fluoro-spiro[8,12-dioxa-21-azatetracyclo[14.3.1.110,13.02,7]henicosa-1(19),2,4,6,10,13(21),16(20),17-octaene-14,3'-cyclopentane]-1'-yl]methanesulfonamide [2H]C1(OC2=CC=CC=C2C2=C(C=CC(C[C@]3(C[C@H](CC3)NS(=O)(=O)C)C=3OC=C1N3)=C2)F)[2H]